(S)-6-(methylthio)-1'-(3-(1-phenylcyclopropyl)-1H-pyrazolo[3,4-b]pyrazin-6-yl)-1,3-dihydrospiro[indene-2,4'-piperidin]-1-amine CSC1=CC=C2CC3(CCN(CC3)C3=CN=C4C(=N3)NN=C4C4(CC4)C4=CC=CC=C4)[C@@H](C2=C1)N